ClC(C(=O)NC)CC=1N=C(C2=C(N1)SC=N2)C2=CC=C(C=C2)OC(F)(F)F 2-Chloro-N-methyl-[[7-[4-(trifluoromethoxy)phenyl]thiazolo[5,4-d]pyrimidin-5-yl]methyl]acetamide